cycloheptan-1-ol C1(CCCCCC1)O